2',3'-di-O-acetyl-1'-deutero-5'-deoxy-4',5'-didehydrouridine C(C)(=O)O[C@H]1[C@@](OC([C@H]1OC(C)=O)=C)(N1C(=O)NC(=O)C=C1)[2H]